(5'S,7a'R)-1-(1-cycloprop-yl-1H-pyrazole-3-carbonyl)-5'-(3,5-difluorophenyl)tetrahydro-3'H-spiro[piperidine-4,2'-pyrrolo-[2,1-b]oxazol]-3'-one C1(CC1)N1N=C(C=C1)C(=O)N1CCC2(C(N3[C@H](O2)CC[C@H]3C3=CC(=CC(=C3)F)F)=O)CC1